(1R,3R,5R)-N-((R)-(4-chloro-2,5-difluorophenyl)(cyclopropyl)methyl)-2-((4-methyl-2-pyridinyl)carbonyl)-2-azabicyclo[3.1.0]hexane-3-carboxamide ClC1=CC(=C(C=C1F)[C@H](NC(=O)[C@@H]1N([C@@H]2C[C@@H]2C1)C(=O)C1=NC=CC(=C1)C)C1CC1)F